5,5'-(pentane-2,2-diyl)bis(2-methylfuran) CC(CCC)(C1=CC=C(O1)C)C1=CC=C(O1)C